(S)-4-(2-oxopyrrolidin-1-yl)-3-(4-methylphenyl)-N-((R)-1-(5-methoxypyridin-2-yl)ethyl)-4,5-dihydro-1H-pyrazol-1-carboxamide O=C1N(CCC1)[C@@H]1C(=NN(C1)C(=O)N[C@H](C)C1=NC=C(C=C1)OC)C1=CC=C(C=C1)C